(4-aminoimidazo[1,5-a]quinoxalin-8-yl)((4aS,9bS)-7-(trifluoromethyl)-3,4,4a,9b-tetrahydrobenzofuro[3,2-b]pyridin-1(2H)-yl)methanone NC=1C=2N(C3=CC(=CC=C3N1)C(=O)N1[C@@H]3[C@H](CCC1)OC1=C3C=CC(=C1)C(F)(F)F)C=NC2